1-(2-aminopyrimidin-5-yl)-3-[1-(4,6-difluoro-1-methylindol-2-yl)-2,2,2-trifluoroethyl]urea NC1=NC=C(C=N1)NC(=O)NC(C(F)(F)F)C=1N(C2=CC(=CC(=C2C1)F)F)C